(6-(tert-butyl)-4,5,6,7-tetrahydro-1H-pyrazolo[3,4-c]pyridin-3-yl)(4-(2-(trifluoromethyl)phenyl)piperidin-1-yl)methanone C(C)(C)(C)N1CC2=C(CC1)C(=NN2)C(=O)N2CCC(CC2)C2=C(C=CC=C2)C(F)(F)F